C(C(C)C)C=1SC=CN1 ISOBUTYLTHIAZOL